N-(2-(Azetidin-1-yl)ethyl)-5,7-diphenylpyrazolo[1,5-a]pyrimidine-2-carboxamide N1(CCC1)CCNC(=O)C1=NN2C(N=C(C=C2C2=CC=CC=C2)C2=CC=CC=C2)=C1